2-[3-[4-[[2-chloro-4-[[5-[6-(dimethylamino)-2,5-difluoro-3-pyridyl]-1-methyl-imidazole-2-carbonyl]amino]benzoyl]amino]-1-piperidyl]-3-oxo-propoxy]ethyl-trimethyl-ammonium ClC1=C(C(=O)NC2CCN(CC2)C(CCOCC[N+](C)(C)C)=O)C=CC(=C1)NC(=O)C=1N(C(=CN1)C=1C(=NC(=C(C1)F)N(C)C)F)C